Tert-butyl (1-ethyl-7-(methoxy-d3)-1H-indazol-6-yl)carbamate C(C)N1N=CC2=CC=C(C(=C12)OC([2H])([2H])[2H])NC(OC(C)(C)C)=O